2-amino-N-(((1R,3S)-3-hydroxycyclopentyl)methyl)-3-methyl-N-((5-(trifluoromethyl)-2-pyridinyl)methyl)-6-quinolinecarboxamide NC1=NC2=CC=C(C=C2C=C1C)C(=O)N(CC1=NC=C(C=C1)C(F)(F)F)C[C@H]1C[C@H](CC1)O